O1CCC(CC1)NC(NCCCCCCCCCCCCCCC(=O)O)=O 15-(3-(tetrahydro-2H-pyran-4-yl)ureido)pentadecanoic acid